octane-6-carboxylate CCCCCC(CC)C(=O)[O-]